FC=1C=C(C=C(C1)C1=C2C(=NC=C1)NC(C21CC1)=O)N1CCN(CC1)C(=O)OC(C)(C)C tert-butyl 4-[3-fluoro-5-(2-oxospiro[1H-pyrrolo[2,3-b]pyridine-3,1'-cyclopropane]-4-yl)phenyl]piperazine-1-carboxylate